(R)-4-(anthracen-9-yl)-3-(tert-butyl)-2,3-dihydrobenzo[d][1,3]oxaphosphole C1=CC=CC2=CC3=CC=CC=C3C(=C12)C1=CC=CC2=C1[P@](CO2)C(C)(C)C